ClC1=CC(=C(C(=N1)NC1CC1)[N+](=O)[O-])C 6-chloro-N-cyclopropyl-4-methyl-3-nitropyridin-2-amine